COC1=C(C(=O)P(C(C(CC(C)C)C)C)(C(C2=C(C=CC=C2OC)OC)=O)=O)C(=CC=C1)OC bis(2,6-dimethoxybenzoyl)-2,1,4-trimethylpentylphosphine oxide